N-(1H-indazol-5-yl)-5-methyl-pyrrolo[3,2-d]pyrimidin-4-amine N1N=CC2=CC(=CC=C12)NC=1C2=C(N=CN1)C=CN2C